4-fluoro-3-(4,4,5,5-tetramethyl-1,3,2-dioxaborolan-2-yl)benzoic acid FC1=C(C=C(C(=O)O)C=C1)B1OC(C(O1)(C)C)(C)C